iodocaproic acid IC(C(=O)O)CCCC